C(C)(C)(C)OC1C=CC2=CC=CC=C12 t-butoxyindene